4'-Methoxy-3-methyl-1,1'-biphenyl COC1=CC=C(C=C1)C1=CC(=CC=C1)C